CC1=C(C(=O)N(N1C)C2=CC=CC=C2)N(C)CS(=O)(=O)[O-].[Na+] Dipyron